4-amino-7-fluoro-1-methyl-N-(2-oxopyrrolidin-1-yl)-N-((6-(trifluoromethyl)pyridin-3-yl)methyl)-1H-pyrazolo[4,3-c]quinoline-8-carboxamide NC1=NC=2C=C(C(=CC2C2=C1C=NN2C)C(=O)N(CC=2C=NC(=CC2)C(F)(F)F)N2C(CCC2)=O)F